Methyl 1-[4-(benzyloxycarbonylamino)phenyl]-4-nitro-pyrazole-3-carboxylate C(C1=CC=CC=C1)OC(=O)NC1=CC=C(C=C1)N1N=C(C(=C1)[N+](=O)[O-])C(=O)OC